CN1N=CC=C1C1=CC=CC(=N1)C=O 6-(1-methyl-1H-pyrazol-5-yl)picolinaldehyde